S(=O)(=O)([O-])[O-].[Fe+].OCC1=C(C=CC=C1)[S+](C1=C(C=CC=C1)CO)C1=C(C=CC=C1)CO tris(hydroxymethyl-phenyl)sulfonium Iron sulfate salt